N1=CC=C(C=C1)C=CC1=CC=C(C=C1)N(C1=CC=C(C=C1)C=CC1=CC=NC=C1)C1=CC=C(C=C1)C=CC1=CC=NC=C1 tris[4-(2-pyridin-4-ylvinyl)phenyl]amine